(5-(methylsulfonyl) pyridin-3-yl) boronate B(OC=1C=NC=C(C1)S(=O)(=O)C)[O-]